C(C)(C)(C)OC(=O)N1CCC(CC1)CC1=CC=C(C(=O)O)C=C1 4-((1-(tertbutoxycarbonyl)piperidin-4-yl)methyl)benzoic acid